FC=1C(=C(C=CC1F)C=1C=CC=2N(C1)C(=CN2)CCNC(OC(C)(C)C)=O)OCCC=2C(=NN(C2C)C)C tert-butyl (2-(6-(3,4-difluoro-2-(2-(1,3,5-trimethyl-1H-pyrazol-4-yl)ethoxy)phenyl)imidazo[1,2-a]pyridin-3-yl)ethyl)carbamate